1-(4-{[(1S)-5-[2-(2-aminopyridin-3-yl)-5-(3-cyclopentylpyrazol-1-yl)imidazo[4,5-b]pyridin-3-yl]-2,3-dihydro-1H-inden-1-yl]amino}piperidin-1-yl)prop-2-en-1-one NC1=NC=CC=C1C1=NC=2C(=NC(=CC2)N2N=C(C=C2)C2CCCC2)N1C=1C=C2CC[C@@H](C2=CC1)NC1CCN(CC1)C(C=C)=O